2-fluoro-N-(1-(1-(1-(2-fluoroacryloyl)azetidin-3-yl)-3-(4-(trifluoromethyl)phenyl)-1H-indazole-7-carbonyl)azetidin-3-yl)acrylamide FC(C(=O)NC1CN(C1)C(=O)C=1C=CC=C2C(=NN(C12)C1CN(C1)C(C(=C)F)=O)C1=CC=C(C=C1)C(F)(F)F)=C